ISOSTEARYLISOSTEARATE C(CCCCCCCCCCCCCCC(C)C)OC(CCCCCCCCCCCCCCC(C)C)=O